(trifluoromethoxy)picolinic acid methyl ester COC(C1=NC=CC=C1OC(F)(F)F)=O